(3,3-difluoroazetidin-1-yl)-[(5S,7S)-7-fluoro-5-phenyl-6,7-dihydro-5H-pyrrolo[1,2-b][1,2,4]triazol-2-yl]methanone FC1(CN(C1)C(=O)C=1N=C2N(N1)[C@@H](C[C@@H]2F)C2=CC=CC=C2)F